C(=O)C(C(=O)O)C formylpropanoic acid